Cholesterol Hexanoate C(CCCCC)(=O)O[C@@H]1CC2=CC[C@H]3[C@@H]4CC[C@H]([C@@H](CCCC(C)C)C)[C@]4(CC[C@@H]3[C@]2(CC1)C)C